tert-butyl N-[(3R)-1-[5-(4,4,5,5-tetramethyl-1,3,2-dioxaborolan-2-yl)-2-pyridyl]pyrrolidin-3-yl]carbamate CC1(OB(OC1(C)C)C=1C=CC(=NC1)N1C[C@@H](CC1)NC(OC(C)(C)C)=O)C